(S)-8-(4-chloro-2-fluorophenyl)-2-methyl-6-(2-(1-methyl-1H-pyrazol-4-yl)morpholino)pyrimido[5,4-d]pyrimidin-4(3H)-one ClC1=CC(=C(C=C1)C1=NC(=NC2=C1N=C(NC2=O)C)N2C[C@@H](OCC2)C=2C=NN(C2)C)F